C(C)(C)(C)C1=C(C=CC=C1)[I+]C1=C(C=CC=C1)C(C)(C)C bis(2-tert-butylphenyl)iodonium